C[C@@](COC1=C(C=C(C=C1)C1=CC=NC2=CC(=CC=C12)C(F)(F)F)C(F)(F)F)(CC(C)C)N (S)-2,4-dimethyl-1-(2-(trifluoromethyl)-4-(7-(trifluoromethyl)quinolin-4-yl)phenoxy)pentan-2-amine